1,3-bis-(tert-butylperoxyisopropyl)benzene C(C)(C)(C)OOC(C)(C)C1=CC(=CC=C1)C(C)(C)OOC(C)(C)C